N-(2-(3,3-dimethylpyrrolidin-1-yl)-2-(1-methyl-1H-indol-3-yl)ethyl)-1H-indole-6-sulfonamide CC1(CN(CC1)C(CNS(=O)(=O)C1=CC=C2C=CNC2=C1)C1=CN(C2=CC=CC=C12)C)C